trimethylmonon-octylammonium hydrogen carbonate C(O)([O-])=O.C[N+](CCCCCCCC)(C)C